13-(1-(tert-butoxycarbonyl)piperidin-4-yl)-2,2-dimethyl-4,14-dioxo-3,7,10-trioxa-13-azaheptadecan-17-oic acid C(C)(C)(C)OC(=O)N1CCC(CC1)N(CCOCCOCCC(OC(C)(C)C)=O)C(CCC(=O)O)=O